1-(hexahydropyrrolo[3,4-c]pyrrol-2(1H)-yl)-2-(3-isopropyl-2-(2-methylpyridin-4-yl)-1H-indol-5-yl)-2-methylpropan-1-one C1N(CC2C1CNC2)C(C(C)(C)C=2C=C1C(=C(NC1=CC2)C2=CC(=NC=C2)C)C(C)C)=O